(2E,4E)-5-phenyl-1-(piperidin-1-yl)penta-2,4-dien-1-one C1(=CC=CC=C1)/C=C/C=C/C(=O)N1CCCCC1